(2S,3R)-2-amino-3-methyl-4-ketoglutaric acid N[C@H](C(=O)O)[C@H](C(C(=O)O)=O)C